ClC=1C=C(C=C(C1)Cl)[N+]1(CCN(CC1)S(=O)(=O)C1=CC=C(C=C1)NC(=O)C=1C=C(C=CC1N(S(=O)(=O)C)C)CNC(OC(C)(C)C)=O)[O-] tert-butyl N-[[3-[[4-[4-(3,5-dichlorophenyl)-4-oxido-piperazin-4-ium-1-yl]sulfonylphenyl]carbamoyl]-4-[methyl(methylsulfonyl)amino]phenyl]methyl]carbamate